ClC1=CC=C(C=C1)C=1C=C(C(N(N1)C=1C=NC=CC1)=O)C(=O)N[C@@H]1COC[C@H]1O 6-(4-chlorophenyl)-N-[(trans)-4-hydroxytetrahydrofuran-3-yl]-3-oxo-2-(pyridin-3-yl)-2,3-dihydropyridazin-4-carboxamide